C(#N)C1=CC(=C(COC=2C=C(C=CC2)C2=CC=C(C=C2)CC2=NC3=C(N2CCOC)C=C(C=C3)C(=O)O)C=C1)F 2-((3'-(4-cyano-2-fluorobenzyloxy)biphenyl-4-yl)methyl)-1-(2-methoxyethyl)-1H-benzo[d]imidazole-6-carboxylic acid